1,8-bis(naphthalen-1-yl)fluorene Dioctadecyl-3,3'-dithiodipropionate C(CCCCCCCCCCCCCCCCC)OC(CCSSCCC(=O)OCCCCCCCCCCCCCCCCCC)=O.C1(=CC=CC2=CC=CC=C12)C1=CC=CC=2C3=CC=CC(=C3CC12)C1=CC=CC2=CC=CC=C12